C(CCCCCCC)[Zn]CCCCCCCC bisoctylzinc